Cl.Cl.CN(C1CNC1)C N,N-dimethyl-azetidin-3-amine dihydrochloride